CCCCCC/C=C\CCCCCCCCOC[C@H](COP(=O)([O-])OCC[N+](C)(C)C)O 1-(9Z-hexadecenyl)-sn-glycero-3-phosphocholine